1-(N-((6'-(5-oxo-4,5-dihydro-1,2,4-oxadiazol-3-yl)-[1,1':3',1''-terphenyl]-4-yl)methyl)pentanamido)cyclohexanecarboxylic Acid O=C1NC(=NO1)C1=CC=C(C=C1C1=CC=C(C=C1)CN(C(CCCC)=O)C1(CCCCC1)C(=O)O)C1=CC=CC=C1